3-bromo-4,5-dihydroisoxazole-5-carboxamide BrC1=NOC(C1)C(=O)N